3-[(2,3-dihydroxypropyl)thio]propionic acid OC(CSCCC(=O)O)CO